3-isobutylcyclohexane-1,2-dicarboxylic acid aluminum [Al].C(C(C)C)C1C(C(CCC1)C(=O)O)C(=O)O